N-(3-(3,3-difluoro-2-methylallyl)-1,2,4-thiadiazol-5-yl)-4-(3-(trifluoromethoxy)phenyl)furan-2-carboxamide FC(=C(CC1=NSC(=N1)NC(=O)C=1OC=C(C1)C1=CC(=CC=C1)OC(F)(F)F)C)F